O1COC2=C1C=CC(=C2)CNC=2C=CC=1N(N2)C(=CN1)C1=CC=C(C=C1)O 4-[6-(1,3-benzodioxol-5-ylmethylamino)imidazo[1,2-b]pyridazin-3-yl]phenol